N[C@H](C(=O)OC)C (2S)-methyl 2-aminopropionate